C[C@@H](C1CCCCC1)N (S)-(+)-1-cyclohexylethylamine